4,4,5,5-tetramethyl-2-[4-(3-methyloxetan-3-yl)phenyl]-1,3,2-dioxaborolane CC1(OB(OC1(C)C)C1=CC=C(C=C1)C1(COC1)C)C